(trans)-(3-(3-methylphenyl)allyl)(methyl)sulfur CC=1C=C(C=CC1)/C=C/CSC